5-methyl-3H-1,2,3-triazole-4-carboxylic acid CC1=C(NN=N1)C(=O)O